(1-hydroxy-3-methylbut-2-yl)-8-(pyridin-3-yl)-6-(6-(trifluoromethyl)pyridin-3-yl)pyrido[3,4-d]pyrimidin-4(3H)-one OCC(C(C)C)C=1NC(C2=C(N1)C(=NC(=C2)C=2C=NC(=CC2)C(F)(F)F)C=2C=NC=CC2)=O